6-bromohexyl non-2-yn-1-yl carbonate C(OCCCCCCBr)(OCC#CCCCCCC)=O